3-(7-{[(4R)-7-chloro-4-ethyl-1,1-dioxo-3,4-dihydro-2H-5,1,2-benzoxathiazepin-2-yl]methyl}-2,3-dihydro-1H-inden-5-yl)-3-(1,4-dimethyl-1H-benzotriazol-5-yl)propanoic acid ClC=1C=CC2=C(O[C@@H](CN(S2(=O)=O)CC=2C=C(C=C3CCCC23)C(CC(=O)O)C2=C(C3=C(N(N=N3)C)C=C2)C)CC)C1